C1(=CC=CC2=CC=CC=C12)C1=CC=C(C=C1)NC1=CC=C(C=C1)C1=CC=CC2=CC=CC=C12 4-(1-naphthalenyl)-N-[4-(1-naphthalenyl)phenyl]benzenamine